C1(=CC=C(C=C1)CS)CS 1,4-phenylenedimethanethiol